9-Fluoro-8-[6-fluoro-1-(2-methoxy-ethyl)-1H-indazol-4-yl]-1,4,4-trimethyl-6-(trifluoromethyl)-5H-[1,2,4]triazolo[4,3-a]quinoxaline FC=1C(=CC(=C2NC(C=3N(C12)C(=NN3)C)(C)C)C(F)(F)F)C3=C1C=NN(C1=CC(=C3)F)CCOC